1-{[1-(propan-2-yl)-1H-imidazol-2-yl]methyl}-2'-(quinolin-3-yl)-5',6'-dihydrospiro[azetidine-3,4'-pyrrolo[1,2-b]pyrazole] CC(C)N1C(=NC=C1)CN1CC2(CCN3N=C(C=C32)C=3C=NC2=CC=CC=C2C3)C1